C(C)(C)(C)OC(=O)N1[C@H](C=2C(CC1)=NN(C2N2C(NC=C2)=O)C2=CC(=C(C(=C2)C)F)C)C (S)-2-(4-fluoro-3,5-dimethylphenyl)-4-methyl-3-(2-oxo-1H-imidazol-3-yl)-6,7-dihydro-4H-pyrazolo[4,3-C]pyridine-5-carboxylic acid tert-butyl ester